(R)-N-((S)-1-(4-bromo-2-(methoxymethoxy)phenyl)ethyl)-2-methylpropane-2-sulfinamide BrC1=CC(=C(C=C1)[C@H](C)N[S@](=O)C(C)(C)C)OCOC